2-((1-methyl-1H-pyrazol-3-yl)amino)thiazole-5-carboxylic acid CN1N=C(C=C1)NC=1SC(=CN1)C(=O)O